t-butyl (S)-3-aminopyrrolidine-1-carboxylate N[C@@H]1CN(CC1)C(=O)OC(C)(C)C